1-oxopropan-2-yl-piperazine-1-carboxylic acid tert-butyl ester C(C)(C)(C)OC(=O)N1C(CNCC1)C(C=O)C